N[C@H](C(=O)O)[C@@H](C)C1=CN(C2=CC=CC=C12)C(=O)OC(C)(C)C (2s,3s)-2-amino-3-(1-(tert-butoxycarbonyl)-1H-indol-3-yl)butyric acid